ClC=1C(=C2NC(C(NC2=C(C1)C)=O)(C)C)F 6-chloro-5-fluoro-3,3,8-trimethyl-3,4-dihydroquinoxalin-2(1H)-one